CN(C1CCC(CC1)NC1=NC2=C(C=CC=C2C=N1)CC)C 2-(((1r,4r)-4-(dimethylamino)cyclohexyl)amino)-8-ethylquinazolin